C(CCCCCC(C)C)(=O)[O-].[Co+2].C(CCCCCC(C)C)(=O)[O-] cobalt (II) isononanoate